4-((5-(1-(2,2-difluoroethyl)-2-methyl-1H-imidazo[4,5-b]pyrazin-6-yl)-7H-pyrrolo[2,3-d]pyrimidin-2-yl)amino)-N,N-dimethylcyclohexane-1-carboxamide FC(CN1C(=NC=2C1=NC(=CN2)C2=CNC=1N=C(N=CC12)NC1CCC(CC1)C(=O)N(C)C)C)F